C1(=CC=CC2=CC=CC=C12)C(=O)N1CCN(CC1)C(C(CCCCNC(C=C)=O)NC(CC1=C(C=CC=C1)C(F)(F)F)=O)=O N-(6-(4-(1-naphthoyl)piperazin-1-yl)-5-(2-(2-trifluoromethylphenyl)acetamido)-6-oxohexyl)acrylamide